6-Chloro-N-Cycloheptylpyrazine-2-amine ClC1=CN=CC(=N1)NC1CCCCCC1